N-(4-(methylthio)benzyl)-1-(2-(m-tolyl)-2H-pyrazolo[3,4-d]pyrimidin-4-yl)piperidine-3-carboxamide CSC1=CC=C(CNC(=O)C2CN(CCC2)C=2C=3C(N=CN2)=NN(C3)C=3C=C(C=CC3)C)C=C1